FCC1CN(C1)CCO 2-(3-fluoromethyl-azetidin-1-yl)-ethanol